COC(=O)C=1C=CC=C2C=CNC12 methyl-1H-indole-7-carboxylate